BrC1=C(C2=C(N(C(=N2)C2CC2)C)C=C1)OC 5-Bromo-2-cyclopropyl-4-methoxy-1-methyl-1H-benzo[d]imidazole